tetra-palmityl-ascorbate C(CCCCCCCCCCCCCCC)C([C@@]([C@@]1(C(=C(C(=O)O1)O)[O-])CCCCCCCCCCCCCCCC)(O)CCCCCCCCCCCCCCCC)(O)CCCCCCCCCCCCCCCC